CC1(OB(OC1(C)C)C1=CCCCN(C1)C(=O)OC(C)(C)C)C tert-butyl 6-(4,4,5,5-tetramethyl-1,3,2-dioxaborolan-2-yl)-2,3,4,7-tetrahydro-1H-azepine-1-carboxylate